COC(CC=1C=NN(C1)C1=CC=C(C=C1)C=1C(=NC=CC1)SC1CCC1)=O 2-[1-[4-(2-cyclobutylsulfanyl-3-pyridyl)phenyl]Pyrazol-4-yl]Acetic acid methyl ester